1-(3-(4-chloro-3,5-dimethylphenoxy)propyl)-4-((3-chlorobenzyl)(pyridin-2-yl)amino)-1H-pyrrole-2-carboxylic acid ClC1=C(C=C(OCCCN2C(=CC(=C2)N(C2=NC=CC=C2)CC2=CC(=CC=C2)Cl)C(=O)O)C=C1C)C